C(C=C)[Si](OC(C)C)(OC(C)C)OC(C)C allyltriisopropyl-Oxysilane